CC=1SC(=C(N1)C)C=1C=CC(N(N1)CC1C(CN(CC1F)C=1C2=C(N=CN1)N=CC=C2)F)=O 6-(2,4-dimethyl-1,3-thiazol-5-yl)-2-(3,5-difluoro-1-pyrido[2,3-d]pyrimidin-4-ylpiperidin-4-yl)methylpyridazin-3-one